AMINOETHOXYDIPHENYLBORANE NCCOB(C1=CC=CC=C1)C1=CC=CC=C1